5-methyl-1-(3-methylbutan-2-yl)-1H-pyrazole CC1=CC=NN1C(C)C(C)C